FC=1C(=C(\C=N\NC(C2=CC=CC=C2)=O)C=C(C1)\C=C\C1=CC=C(C=C1)N1CCCC1)O N'-((E)-3-fluoro-2-hydroxy-5-((E)-4-(pyrrolidin-1-yl)styryl)benzylidene)benzohydrazide